pyrrolo[3,4-c]pyridin C=1NC=C2C=NC=CC21